Holmium-oxide [O-2].[Ho+3].[O-2].[O-2].[Ho+3]